C(C)OC(=O)C=1C=NN(C1N)C1=CC(=CC=C1)Cl 1-(3-chlorophenyl)-5-amino-1H-pyrazole-4-carboxylic acid ethyl ester